N[C@H]1[C@H](N(CC1)C(CN1N=C(C=C1C(F)(F)F)C1CC1)=O)C1=C(C(=CC=C1)OC)C 1-[(2R,3R)-3-Amino-2-(3-methoxy-2-methyl-phenyl)pyrrolidine-1-yl]-2-[3-cyclopropyl-5-(trifluoromethyl)pyrazol-1-yl]ethanone